B(OCC(CC)CC)(OCC(CC)CC)OCC(CC)CC tri(2-ethyl-butyl) borate